ClC=1C=C(C=NC1C)N1N=C(C=C1)OC1=CC(=C(N)C=C1)F 4-((1-(5-chloro-6-methylpyridin-3-yl)-1H-pyrazol-3-yl)oxy)-2-fluoroaniline